3-(5-Methyl-2-((tetrahydro-2H-pyran-4-yl)amino)pyrimidin-4-yl)-N-(pyrimidin-5-yl)imidazo[1,2-a]pyridin-6-amine CC=1C(=NC(=NC1)NC1CCOCC1)C1=CN=C2N1C=C(C=C2)NC=2C=NC=NC2